NC=1C2=C(N=CN1)N(C(=C2C2=CC=C(C(=O)N(C)CC(C)(C)O)C=C2)C2=CC=C(C=C2)NC(C(=C)C)=O)C 4-(4-amino-6-(4-methacrylamido-phenyl)-7-methyl-7H-pyrrolo[2,3-d]pyrimidin-5-yl)-N-(2-hydroxy-2-methylpropyl)-N-methylbenzamide